1-(bromomethyl)-3-(methylsulfonyl)benzene BrCC1=CC(=CC=C1)S(=O)(=O)C